BrC1=CC=C2C(=CNC2=C1F)S(=O)(=O)NC1=NC=C(C(=N1)OC)C(C(F)F)([2H])[2H] 6-bromo-N-[5-(1,1-dideutero-2,2-difluoro-ethyl)-4-methoxy-pyrimidin-2-yl]-7-fluoro-1H-indole-3-sulfonamide